COC(C[C@H](CN1CC2=CC(=CC=C2CC1)C=O)C1=CC(=CC=C1)N1N=C(C=C1C)C)=O.BrCC=1N=COC1 4-(bromomethyl)oxazole methyl-(S)-3-(3-(3,5-dimethyl-1H-pyrazol-1-yl)phenyl)-4-(7-formyl-3,4-dihydroisoquinolin-2(1H)-yl)butanoate